1-(4-(4-(isopropylamino)-6-(6-(trifluoromethyl)pyridin-2-yl)-1,3,5-triazin-2-ylamino)pyridin-2-yl)cyclopropanecarbonitrile C(C)(C)NC1=NC(=NC(=N1)C1=NC(=CC=C1)C(F)(F)F)NC1=CC(=NC=C1)C1(CC1)C#N